C(CCC)ONC(C(=C)C)=O N-butoxymethacrylamide